2,4,6-triethyl-m-phenylenediamine C(C)C1=C(C(=CC(=C1N)CC)CC)N